CN1C=2C=CC(=CC2C(C2=CC=CC=C12)=O)Br N-methyl-2-bromoacridone